CC1=C(C=CC(=C1)S(N[C@H](C)C1CCN(CC1)C)(=O)=O)NC(=O)C1CCCCCC1 (R)-N-(2-methyl-4-(N-(1-(1-methylpiperidin-4-yl)ethyl)sulfamoyl)phenyl)cycloheptane-carboxamide